1,3,6-trioxacyclooctane O1COCCOCC1